Tert-butyl 2-(4-((4R,5S)-4,5-bis(4-chlorophenyl)-2-(2-isopropoxy-4-methoxy-phenyl)-4,5-dihydro-1H-imidazole-1-carbonyl)-2-oxopiperazin-1-yl)acetate ClC1=CC=C(C=C1)[C@H]1N=C(N([C@H]1C1=CC=C(C=C1)Cl)C(=O)N1CC(N(CC1)CC(=O)OC(C)(C)C)=O)C1=C(C=C(C=C1)OC)OC(C)C